CO[C@@H](C)C=1C=C(C=CC1)N1C(N(CC1)C=1C=C2CN(C(C2=CC1)=O)C1C(NC(CC1)=O)=O)=O 3-(5-(3-(3-((S)-1-methoxyethyl)phenyl)-2-oxoimidazolidin-1-yl)-1-oxoisoindolin-2-yl)piperidine-2,6-dione